O([C@H]1[C@H](O)[C@@H](O)[C@@H](O)[C@H](O1)CO)C 1-O-methyl beta-D-Galactopyranoside